(P)-1-(5-FLUORO-2-METHOXY-4-(5,8-DIOXASPIRO[3.4]OCTAN-2-YL)PHENYL)-N-(ISOXAZOL-3-YL)-N-(4-METHOXYBENZYL)-2-OXO-1,2-DIHYDROQUINOLINE-6-SULFONAMIDE FC=1C(=CC(=C(C1)N1C(C=CC2=CC(=CC=C12)S(=O)(=O)N(CC1=CC=C(C=C1)OC)C1=NOC=C1)=O)OC)C1CC2(C1)OCCO2